CC(C)C=1N=NN(C1)CC(=O)O [4-(Prop-2-yl)-1H-1,2,3-triazol-1-yl]acetic acid